propyl 3-pyrroline-1-carboxylate N1(CC=CC1)C(=O)OCCC